4-cyclopentyl-4-azapentacyclo[9.2.1.11,7.02,6.08,13]-10-pentadecen-3-one C1(CCCC1)N1C(C2C34C5CC(=CCC5C(C2C1)C4)C3)=O